C(C1=CC=CC=C1)OC(=O)N1CCN(CC1)CCC1CCN(CC1)C=1C=C2C(=CN1)N(C=C2)C=2N=CC1=CC=CC(=C1C2)N(C)C 4-[2-[1-[1-[5-(dimethylamino)-3-isoquinolinyl]pyrrolo[2,3-c]pyridin-5-yl]-4-piperidinyl]ethyl]piperazine-1-carboxylic acid benzyl ester